[[5-[1-[4-(difluoromethyl)-2,6-difluorophenyl] 1H-pyrazol-3-yl]-2-methylphenyl]methyl]carbamate FC(C1=CC(=C(C(=C1)F)N1N=C(C=C1)C=1C=CC(=C(C1)CNC([O-])=O)C)F)F